2-(6-(4-((3-(2,6-dioxopiperidin-3-yl)benzyl)(methyl)amino)piperidin-1-yl)-1-oxoisoindolin-2-yl)-2-(5-fluoro-2-hydroxyphenyl)-N-(thiazol-2-yl)acetamide O=C1NC(CCC1C=1C=C(CN(C2CCN(CC2)C2=CC=C3CN(C(C3=C2)=O)C(C(=O)NC=2SC=CN2)C2=C(C=CC(=C2)F)O)C)C=CC1)=O